C(=O)C1CCC(CC1)C=1OC2=C(N1)C=C(C(=C2)NC(=O)C2=NC(=CC=C2)C(F)(F)F)OCC(C)(C)O N-[2-(4-formylcyclohexyl)-5-(2-hydroxy-2-methyl-propoxy)-1,3-benzoxazol-6-yl]-6-(trifluoromethyl)pyridine-2-carboxamide